3-bromo-4-[fluoro[4-[(trifluoromethyl)thio]phenyl]methyl]-5-(2H-1,2,3-triazol-2-yl)pyridine BrC=1C=NC=C(C1C(C1=CC=C(C=C1)SC(F)(F)F)F)N1N=CC=N1